1,3-dibromo-5-iodo-benzene BrC1=CC(=CC(=C1)I)Br